[N+](=O)([O-])C=1C=C(C(=CC1)C=1C(=CC(=CC1)[N+](=O)[O-])CO)CO 4,4'-dinitro-(1,1'-biphenyl)-2,2'-dimethanol